(E)-3-[3-allyloxy-4-(4-pentylphenyl)phenyl]prop-2-enoic acid ethyl ester C(C)OC(\C=C\C1=CC(=C(C=C1)C1=CC=C(C=C1)CCCCC)OCC=C)=O